3-((4-(3-Hydroxypropoxy)phenyl)amino)piperidine-2,6-dione OCCCOC1=CC=C(C=C1)NC1C(NC(CC1)=O)=O